N1C(=NC2=C1C=CC=C2)C2=CC(=NN2CC2=CC=C(C=C2)OC)C2=NC(=CC=C2C(=O)N)N2CCOCC2 [5-(1H-benzimidazol-2-yl)-1-[(4-methoxyphenyl)methyl]pyrazol-3-yl]-6-morpholino-pyridine-3-carboxamide